(S)-6,7,9-trimethoxy-4-(6-((5-methoxy-1,2,3,4-tetrahydronaphthalen-2-yl)(methyl)amino)pyridin-3-yl)naphtho[2,3-c]furan-1(3H)-one COC1=CC2=C(C3=C(C(OC3)=O)C(=C2C=C1OC)OC)C=1C=NC(=CC1)N(C)[C@@H]1CC2=CC=CC(=C2CC1)OC